(2s,4S)-2-((1R,5S,6S)-6-(3-Ethyl-4-fluorophenyl)-3-azabicyclo[3.1.0]hexan-3-carbonyl)-7-oxa-5-azaspiro[3.4]octan-6-on C(C)C=1C=C(C=CC1F)C1[C@@H]2CN(C[C@H]12)C(=O)C1CC2(C1)NC(OC2)=O